N-(6-(9-Hydroxy-3-oxa-7-azabicyclo[3.3.1]nonan-7-yl)-2,2-dimethyl-2,3-dihydrobenzo-furan-5-yl)pyrazolo[1,5-a]pyrimidine-3-carboxamide OC1C2COCC1CN(C2)C2=CC1=C(CC(O1)(C)C)C=C2NC(=O)C=2C=NN1C2N=CC=C1